ethyl 3-amino-4-(3-methoxy-2,6-dimethylphenyl)-1,5-naphthyridine-2-carboxylate NC=1C(=NC2=CC=CN=C2C1C1=C(C(=CC=C1C)OC)C)C(=O)OCC